C(#C)C1=C(COC1)C(=O)O 4-ethynyl-2,5-dihydrofuran-3-carboxylic acid